phenyl-2,2,2-trifluoroethylsulfoxide C1(=CC=CC=C1)C(C(F)(F)F)S(=O)C(C(F)(F)F)C1=CC=CC=C1